O=C1N(C(CC1)=O)C1=C(C(=C(C(=O)[O-])C=C1)O)NC(=O)OC(C)(C)C 2,5-Dioxopyrrolidin-1-yl-((tert-butoxycarbonyl) amino)-2-hydroxybenzoate